ClC=1C=C(C(=O)NC(C)C=2N(N=C(N2)S(=O)C)C2=NC=C(C=C2)Cl)C=C(C1)S(=O)(=O)C racemic-3-chloro-N-[1-[2-(5-chloro-2-pyridinyl)-5-methylsulfinyl-1,2,4-triazol-3-yl]ethyl]-5-methylsulfonyl-benzamide